FC1=CC(=C(C=C1)C1=CC(=CC=C1)C=1OC2=C(N1)C=C(C=C2C(F)(F)F)CN[C@H]2[C@@H](CCC2)O)C2=NN=CN2C (1R,2R)-2-(((2-(4'-Fluoro-2'-(4-methyl-4H-1,2,4-triazol-3-yl)-[1,1'-biphenyl]-3-yl)-7-(trifluoromethyl)benzo[d]oxazol-5-yl)methyl)amino)cyclopentan-1-ol